1-(azetidin-3-yl)-1H-1,2,3-triazole hydrochloride Cl.N1CC(C1)N1N=NC=C1